FC1=C(OC2=C(C=C3C=NN(C3=C2)C)C(=O)OC)C=CC(=C1)OCCCO methyl 6-[2-fluoro-4-(3-hydroxypropoxy)phenoxy]-1-methyl-indazole-5-carboxylate